FC1=CC=C(C(=C1)NC1=CC=CC=C1)N 5-fluoro-N1-phenylbenzene-1,2-diamine